(3S,5R)-1-(6-(((6-amino-2,4-dimethylpyridin-3-yl)methyl)amino)pyrimidin-4-yl)-5-(6-cyclopropylimidazo[1,2-a]pyridin-2-yl)pyrrolidin-3-ol NC1=CC(=C(C(=N1)C)CNC1=CC(=NC=N1)N1C[C@H](C[C@@H]1C=1N=C2N(C=C(C=C2)C2CC2)C1)O)C